di-tert-butyl ((2S,4S)-2-fluoro-5-(11-fluoro-7-oxo-7,8-dihydrobenzo[5,6]azepino[3,4-b]indol-6(5H)-yl)pentane-1,4-diyl)dicarbamate F[C@H](CNC(OC(C)(C)C)=O)C[C@@H](CN1C(C=2NC=3C=CC(=CC3C2C2=C(C1)C=CC=C2)F)=O)NC(OC(C)(C)C)=O